NC1=NC=CC(=N1)C1=NC=CC=C1NC=1C=C2N=CC=NC2=C(C1)C1=CC=C2C=CN(C2=C1)C 2-(2-aminopyrimidin-4-yl)-3-{[8-(1-methyl-1H-indol-6-yl)quinoxalin-6-yl]amino}pyridine